C(#N)C=1C=C(C(=O)NC=2SC3=C(N2)C=CC(=C3)[N+](=O)[O-])C=CC1 3-cyano-N-(6-nitrobenzo[d]thiazol-2-yl)benzamide